4-(dimethylamino)benzoic acid-2-ethylhexyl ester C(C)C(COC(C1=CC=C(C=C1)N(C)C)=O)CCCC